6-(6-(4-(1-acryloylazetidine-3-carbonyl)piperazin-1-yl)pyridin-3-yl)-4-methoxypyrazolo[1,5-a]pyridine-3-carbonitrile C(C=C)(=O)N1CC(C1)C(=O)N1CCN(CC1)C1=CC=C(C=N1)C=1C=C(C=2N(C1)N=CC2C#N)OC